(6-bromo-2-methoxyquinolin-3-yl)(6-(diethylamino)pyridin-3-yl)methanol BrC=1C=C2C=C(C(=NC2=CC1)OC)C(O)C=1C=NC(=CC1)N(CC)CC